6-(3,5-difluorophenyl)-N-(trans-4-morpholinocyclohexyl)-9H-pyrimido[4,5-b]indol-4-amine FC=1C=C(C=C(C1)F)C=1C=C2C3=C(NC2=CC1)N=CN=C3N[C@@H]3CC[C@H](CC3)N3CCOCC3